(6-(6-(5-fluoro-2-hydroxybenzyl)-3,6-diazabicyclo[3.1.1]heptan-3-yl)pyridin-3-yl)boronic acid FC=1C=CC(=C(CN2C3CN(CC2C3)C3=CC=C(C=N3)B(O)O)C1)O